COCCOCCN(C(=O)C=1C=C2C=C(NC2=C(C1)NC1CCOCC1)C1=CC=CC=C1)C N-(2-(2-methoxyethoxy)ethyl)-N-methyl-2-phenyl-7-((tetrahydro-2H-pyran-4-yl)amino)-1H-indole-5-carboxamide